OC1=C(C(OC2=C(C(=CC=C12)O)O)=O)C(C=1C(OC2=C(C(=CC=C2C1O)O)O)=O)C1=NC=CC=C1 4,7,8-Trihydroxy-3-[(pyridin-2-yl)(4,7,8-trihydroxy-2-oxochromen-3-yl)methyl]-2H-chromen-2-one